1'-(6-amino-5-((2-amino-3-chloropyridin-4-yl)thio)pyrazin-2-yl)-6-methoxy-2,3-dihydrospiro[indene-1,4'-piperidin]-2-amine NC1=C(N=CC(=N1)N1CCC2(CC1)C(CC1=CC=C(C=C12)OC)N)SC1=C(C(=NC=C1)N)Cl